tetraethylthiuram disulphide C(C)N(C(SSC(N(CC)CC)=S)=S)CC